C(CCCCCCCCCCCCCCC(C)C)(=O)O.C(CCCCCCCCCCCCCCC(C)C)(=O)O.C(CCCCCCCCCCCCCCC(C)C)(=O)O.[O-2].[O-2].[Ti+4] titanium dioxide triisostearate